ClCCC/C(/C(=O)OCC1=CC=CC=C1)=C/C=1C=NC(=CC1)F benzyl (Z)-5-chloro-2-((6-fluoropyridin-3-yl)methylene)pentanoate